2-((3-methyl-1-(1-methylpiperidin-4-yl)-1H-pyrazol-4-yl)amino)-4-((3-(3-oxo-morpholino)propyl)amino)pyrimidine-5-carbonitrile CC1=NN(C=C1NC1=NC=C(C(=N1)NCCCN1C(COCC1)=O)C#N)C1CCN(CC1)C